p-tert-butylphenyl dibutyl phosphate P(=O)(OC1=CC=C(C=C1)C(C)(C)C)(OCCCC)OCCCC